CON1C=2C=CCCC2C=2C=CN=CC12 9-methoxy-5,6-dihydro-β-carboline